(4-(benzyloxy)phenyl)(2-ethyl-7-methoxy-1-methyl-1H-pyrrolo[2,3-c]pyridin-3-yl)methanone C(C1=CC=CC=C1)OC1=CC=C(C=C1)C(=O)C1=C(N(C2=C(N=CC=C21)OC)C)CC